N-phenylbenzoxazineamine C1(=CC=CC=C1)NC=1NOC2=C(C1)C=CC=C2